1H-imidazo[4,5-b]pyridine N1C=NC2=NC=CC=C21